(4-(2,4-difluorophenyl)piperazin-1-yl)methanon FC1=C(C=CC(=C1)F)N1CCN(CC1)C=O